CS(=O)(=O)C1=CC(=C(C=C1)NCC#CC=1N(C=2C=CC=C(C2C1)N(C)C)CC(F)(F)F)OC 2-{3-[(4-methanesulfonyl-2-methoxyphenyl)amino]prop-1-yn-1-yl}-N,N-dimethyl-1-(2,2,2-trifluoroethyl)-1H-indol-4-amine